C1(=C(C=CC=C1)C1=CC(OC2=CC(=CC=C12)OC(C(=O)N1CC(CCC1)C#N)C)=O)C 1-[2-[4-(o-tolyl)-2-oxo-chromen-7-yl]oxypropionyl]piperidine-3-carbonitrile